Propyl (2-amino-5-(cyclopent-1-en-1-yl)phenyl)carbamate NC1=C(C=C(C=C1)C1=CCCC1)NC(OCCC)=O